NC1=NC=CC=C1C1=NC=2C(=NC(=CC2)C2=CC=CC=C2)N1C1=CC=C(CNC(=O)C2=CC(=CC=3N=C(SC32)C(=O)N)F)C=C1 N7-(4-(2-(2-aminopyridin-3-yl)-5-phenyl-3H-imidazo[4,5-b]pyridin-3-yl)benzyl)-5-fluorobenzo[d]thiazole-2,7-dicarboxamide